1-(5-(2,4-difluorophenyl)-1-((3-fluorophenyl)sulfonyl)-4-methoxy-1H-pyrrole-3-yl)-N-methyl-methylamine phosphate P(=O)(O)(O)O.FC1=C(C=CC(=C1)F)C1=C(C(=CN1S(=O)(=O)C1=CC(=CC=C1)F)CNC)OC